tert-butyl N-benzyl-N-[2-(4-cyano-2-methyl-1H-indol-1-yl)imidazo[2,1-f][1,2,4]triazin-4-yl]carbamate C(C1=CC=CC=C1)N(C(OC(C)(C)C)=O)C1=NC(=NN2C1=NC=C2)N2C(=CC1=C(C=CC=C21)C#N)C